N[C@](C(=O)OC(C)C)(CC(C)(C)C)C1=C(C=C(C=C1)OC)F isopropyl (R)-2-amino-2-(2-fluoro-4-methoxyphenyl)-4,4-dimethylvalerate